C([C@H](C(=O)OP(=O)(O)O)O)OP(=O)(O)O The molecule is the (R)-enantiomer of 3-phosphoglyceroyl dihydrogen phosphate. It has a role as an Escherichia coli metabolite and a mouse metabolite. It is an acyl monophosphate and a 2,3-bisphosphoglyceric acid. It derives from a D-glyceric acid. It is a conjugate acid of a 3-phosphonato-D-glyceroyl phosphate(4-).